butyl-octylamine C(CCC)NCCCCCCCC